6-diazo-2-(3-methyl-3-(2,4,5-trimethyl-3,6-dioxocyclohexa-1,4-dien-1-yl)butanamido)-5-oxohexanoic acid cyclohexyl ester C1(CCCCC1)OC(C(CCC(C=[N+]=[N-])=O)NC(CC(C)(C1=C(C(C(=C(C1=O)C)C)=O)C)C)=O)=O